C1OCC2C1CN(C2)C2=NC=CC(=C2)N 2-(tetrahydro-1H-furo[3,4-c]pyrrol-5(3H)-yl)pyridin-4-amine